C(#N)[C@@H]1CC[C@H](CC1)N1N=CC(=C1)NC1=NC=C(C(=N1)C1=CC=C(C(=O)N[C@@H](C)C#N)C=C1)C 4-(2-((1-((trans)-4-cyanocyclohexyl)-1H-pyrazol-4-yl)amino)-5-methylpyrimidin-4-yl)-N-((S)-1-cyanoethyl)benzamide